FC=1C=C(C=CC1)C1=CN(C2=NC=C(C=C21)C=2C(=NN(C2)C2CN(CCC2)C)OC)S(=O)(=O)C2=CC=C(C)C=C2 3-(3-fluorophenyl)-5-(3-methoxy-1-(1-methylpiperidin-3-yl)-1H-pyrazol-4-yl)-1-tosyl-1H-pyrrolo[2,3-b]pyridine